2-amino-5-bromo-3-fluorobenzoic acid NC1=C(C(=O)O)C=C(C=C1F)Br